ClC1=C(C=CC(=C1)Cl)CN(C(=O)NCC1=CC=C(C=C1)OC(C)C)C1CCN(CC1)C 1-[(2,4-dichlorophenyl)methyl]-1-(1-methylpiperidin-4-yl)-3-{[4-(propane-2-yloxy)phenyl]methyl}urea